Cl[Si](Cl)(Cl)[Ge](Cl)(Cl)Cl Trichlorosilyl-Trichlorogermane